1-(3-methoxy-5-methylphenyl)-1H-imidazole-4-amine COC=1C=C(C=C(C1)C)N1C=NC(=C1)N